4-(imidazo[1,2-a]pyridin-3-yl)-2-(trifluoromethyl)benzaldehyde N=1C=C(N2C1C=CC=C2)C2=CC(=C(C=O)C=C2)C(F)(F)F